ω-methyl-arginine CNC(NCCC[C@H](N)C(=O)O)=N